C(C)(C)[Si](OCCC1=NC=NC=C1)(C(C)C)C(C)C 4-{2-[(triisopropylsilyl)oxy]ethyl}pyrimidine